C1(CCCCC1)[C@@H]1[C@@H](C2=CC=C(C=C2CC1)O)C1=CC=C(C=C1)N1CCC(CC1)CN1CCN(CC1)C=1C=C2CN(C(C2=CC1)=O)C1C(NC(CC1)=O)=O 3-(5-(4-((1-(4-((1R,2R)-2-Cyclohexyl-6-hydroxy-1,2,3,4-tetrahydronaphthalen-1-yl)phenyl)piperidin-4-yl)methyl)piperazin-1-yl)-1-oxoisoindolin-2-yl)piperidine-2,6-dione